NCC(CN1N=CN(C1=O)C1=NC=C(C=C1C)C=1C=NC(=CC1)OC)=C(F)F 2-[2-(aminomethyl)-3,3-difluoro-allyl]-4-[5-(6-methoxy-3-pyridyl)-3-methyl-2-pyridyl]-1,2,4-triazol-3-one